(2S,3S,4R,5S,6S)-2-(acetoxymethyl)-6-(3-(2,5-dimethyl-4-oxoquinazolin-3(4H)-yl)phenoxy)tetrahydro-2H-pyran-3,4,5-triacetic acid C(C)(=O)OC[C@H]1O[C@H]([C@H]([C@@H]([C@@H]1CC(=O)O)CC(=O)O)CC(=O)O)OC1=CC(=CC=C1)N1C(=NC2=CC=CC(=C2C1=O)C)C